N[C@H]1CS(C2=C(N(C1=O)CC1=CC=C(C=C1)Cl)C=C(C=C2)C=2OC(=NN2)N2CC1(C2)OCCC1)(=O)=O (3R)-3-amino-5-[(4-chlorophenyl)methyl]-7-[5-(5-oxa-2-azaspiro[3.4]octan-2-yl)-1,3,4-oxadiazol-2-yl]-1,1-dioxo-2,3-dihydro-1lambda6,5-benzothiazepin-4-one